ClC[C@H](CO)O (S)-3-chloro-1,2-propanediol